SC(CCOCCN1C(N(C(N(C1=O)CCOCCC(C)S)=O)CCOCCC(C)S)=O)C 1,3,5-tri(3-mercaptobutoxyethyl)-1,3,5-triazine-2,4,6-trione